N-(5-fluoro-1H-indol-3-yl)-6-(4-methoxyphenyl)-3,4-dihydroisoquinoline-2(1H)-carboxamide FC=1C=C2C(=CNC2=CC1)NC(=O)N1CC2=CC=C(C=C2CC1)C1=CC=C(C=C1)OC